(tert-butyl)-5-(2-methyl-4-(7-(1-methyl-1H-pyrazol-4-yl)imidazo[1,2-c]pyrimidin-5-yl)benzyl)-4,5-dihydro-6H-pyrrolo[3,4-d]thiazol-6-one C(C)(C)(C)C=1SC2=C(N1)CN(C2=O)CC2=C(C=C(C=C2)C2=NC(=CC=1N2C=CN1)C=1C=NN(C1)C)C